(S)-3-amino-4-(5-(4-((5-carbamoyl-3-fluoropyridin-2-yl)oxy)-2-fluorophenyl)-2H-tetrazol-2-yl)butanoic acid hydrochloride Cl.N[C@@H](CC(=O)O)CN1N=C(N=N1)C1=C(C=C(C=C1)OC1=NC=C(C=C1F)C(N)=O)F